tert-butyl 4-[3-(2,3-dichlorophenyl)-1H-pyrazolo[3,4-b]pyrazin-6-yl]-2-methylpiperazine-1-carboxylate ClC1=C(C=CC=C1Cl)C1=NNC2=NC(=CN=C21)N2CC(N(CC2)C(=O)OC(C)(C)C)C